(E)-4-(methylamino)but-2-enamide CNC/C=C/C(=O)N